(2-(3-aminopropyl)-4-fluorophenyl)-3-(2-bromo-6-methoxypyridin-3-yl)-7-(trifluoromethyl)-2,3-dihydropyrido[4,3-d]pyrimidin-4(1H)-one, hydrochloride Cl.NCCCC1=C(C=CC(=C1)F)N1CN(C(C2=C1C=C(N=C2)C(F)(F)F)=O)C=2C(=NC(=CC2)OC)Br